[S-]C#N.C(C)N1CN(CC=C1)C 1-ethyl-3-methylpyrimidine thiocyanate